2-ethyl-N-[(4-fluoro-3-methyl-phenyl)-methyl]-4-methyl-7-(trifluoromethyl)-quinoline-3-carboxylic acid amide C(C)C1=NC2=CC(=CC=C2C(=C1C(=O)NCC1=CC(=C(C=C1)F)C)C)C(F)(F)F